NC=1C(=NC(=CC1)OC)NC 3-Amino-2-methylamino-6-methoxypyridin